C(NN)(=O)[O-] Carbazat